2-amino-N-(3-isoquinolinylmethyl)-3-methyl-N-((1S)-1-(2-pyrimidinyl)ethyl)-6-quinolinecarboxamide NC1=NC2=CC=C(C=C2C=C1C)C(=O)N([C@@H](C)C1=NC=CC=N1)CC=1N=CC2=CC=CC=C2C1